4,4-Difluoro-2-(4-fluorophenyl)-N-{4-[3-(4-fluorophenyl)-5-methyl-4-oxo-7-(2,2,2-trifluoroethyl)-4,5-dihydro-1H-pyrrolo[3,2-c]pyridin-2-yl]pyridin-2-yl}butanamid FC(CC(C(=O)NC1=NC=CC(=C1)C1=C(C=2C(N(C=C(C2N1)CC(F)(F)F)C)=O)C1=CC=C(C=C1)F)C1=CC=C(C=C1)F)F